ClC1=C2C(=C(C(N(C2=CC=C1F)COCC[Si](C)(C)C)=O)C1(CC1)C(=O)N[C@@H](C)C1=NC=C(C=N1)C#N)C 1-(5-chloro-6-fluoro-4-methyl-2-oxo-1-{[2-(trimethylsilyl)ethoxy]methyl}quinolin-3-yl)-N-[(1S)-1-(5-cyanopyrimidin-2-yl)ethyl]cyclopropane-1-carboxamide